tert-Butyl 4-(3'-(methoxycarbonyl)-5'-(1-(4-(trifluoromethyl)phenyl)-1H-1,2,3-triazol-4-yl)-[1,1'-biphenyl]-4-yl)piperidine-1-carboxylate COC(=O)C=1C=C(C=C(C1)C=1N=NN(C1)C1=CC=C(C=C1)C(F)(F)F)C1=CC=C(C=C1)C1CCN(CC1)C(=O)OC(C)(C)C